[Si](C)(C)(C(C)(C)C)O[C@@H](CC(=O)OC(C)(C)C)C1=NN=C(N1C=1SC(=CC1CCl)C)C tert-butyl (S)-3-((tert-butyldimethylsilyl)oxy)-3-(4-(3-(chloromethyl)-5-methylthiophen-2-yl)-5-methyl-4H-1,2,4-triazol-3-yl)propanoate